(1r,3s)-3-(1-(tert-butyl)-5-(pyridazin-4-ylamino)-1H-pyrazol-3-yl)cyclopentyl-carbamic acid tert-butyl ester C(C)(C)(C)OC(N[C@H]1C[C@H](CC1)C1=NN(C(=C1)NC1=CN=NC=C1)C(C)(C)C)=O